FC1=NC=CC(=C1)C1=NC(=NC=C1)SC 4-(2-fluoropyridin-4-yl)-2-(methylsulfanyl)pyrimidine